ClC1=CC(=C(COC=2C(=C(C=CC2)S(=O)(=O)NC2=NC=NS2)F)C=C1)N1CCCC1 (4-chloro-2-(pyrrolidin-1-yl)benzyloxy)-2-fluoro-N-(1,2,4-thiadiazol-5-yl)benzenesulfonamide